BrC1=CC(=C(N1CC)C1=C(C=C(C=C1)Cl)Cl)C#N 5-bromo-2-(2,4-dichlorophenyl)-1-ethyl-1H-pyrrole-3-carbonitrile